S1C(=CC=C1)C(=O)N1C(N(N=C1)C1=CC=C(C=C1)C(F)(F)F)=O 4-(thiophene-2-carbonyl)-2-(4-(trifluoromethyl)phenyl)-2,4-dihydro-3H-1,2,4-triazol-3-one